NC1=C(SC2=C1C=NC=C2Cl)C(=O)N2CCCCC2 (3-amino-7-chlorothieno[3,2-c]pyridin-2-yl)(piperidin-1-yl)methanone